CN1C2=C(NC(C1=O)=O)N=C(C=C2)C 1,6-dimethyl-2,3-dioxo-2,3-dihydropyrido[2,3-b]pyrazine